2,4-dichloro-6-phenoxyquinoline ClC1=NC2=CC=C(C=C2C(=C1)Cl)OC1=CC=CC=C1